C(C)OC(=O)N1CC2(C1)CC(CC2)N2CCN(CC2)C2=NC=CC=C2C=2C=CC=1N(C2)C=NN1 6-{4-[3-([1,2,4]triazolo[4,3-a]pyridin-6-yl)pyridin-2-yl]piperazin-1-yl}-2-azaspiro[3.4]octane-2-carboxylic acid ethyl ester